FC(CO)(CO)C 2-fluoro-2-methylpropan-1,3-diol